NC1=C(C2=C(S1)CCC21CN(C1)C=1C2=C(N=C(N1)Cl)N(C=C2C#N)COCC[Si](C)(C)C)C#N 2-amino-1'-[2-chloro-5-cyano-7-(2-trimethylsilylethoxymethyl)pyrrolo[2,3-d]pyrimidin-4-yl]spiro[5,6-dihydrocyclopenta[b]thiophene-4,3'-azetidine]-3-carbonitrile